CC1(CN(CCC1)CCCC=1N=NN(C1)[C@H](C(=O)N1[C@@H](C[C@H](C1)O)C(=O)NC)C(C)(C)C)C (2S,4R)-1-[(2S)-2-[4-[3-(3,3-dimethyl-1-piperidyl)propyl]triazol-1-yl]-3,3-dimethyl-butanoyl]-4-hydroxy-N-methyl-pyrrolidine-2-carboxamide